ethyl (R)-2-((1-chloro-4-(2,6-dimethylphenyl)isoquinolin-7-yl)oxy)propanoate ClC1=NC=C(C2=CC=C(C=C12)O[C@@H](C(=O)OCC)C)C1=C(C=CC=C1C)C